boron kalium [K].[B]